C(N)(=O)OCC(C(=O)O)C1=CC=C(C=C1)S(=O)(=O)CC1CC1 3-(carbamoyloxy)-2-(4-((cyclopropylmethyl)sulphonyl)phenyl)propanoic acid